9-(4-bromobutyl)-3,6-dibutyl-9H-carbazole BrCCCCN1C2=CC=C(C=C2C=2C=C(C=CC12)CCCC)CCCC